6-(2-amino-5-(4-(4-(2,2,2-trifluoroethyl)morpholin-2-yl)phenyl)pyridin-3-yl)-3,4-dihydroisoquinolin-1(2H)-one NC1=NC=C(C=C1C=1C=C2CCNC(C2=CC1)=O)C1=CC=C(C=C1)C1CN(CCO1)CC(F)(F)F